FC1(CN(CC1)C(C=CC#N)(C)C)F 4-(3,3-difluoropyrrolidin-1-yl)-4-methylpent-2-enenitrile